C(C)(C)(C)OC(NC1CCC(CC1)N1N=C2C=C(C(=CC2=C1)C(NC=1C(N(C=CC1)C)=O)=O)OC)=O ((1R,4r)-4-(6-methoxy-5-((1-methyl-2-oxo-1,2-dihydropyridin-3-yl)carbamoyl)-2H-indazol-2-yl)cyclohexyl)carbamic acid tert-butyl ester